(E)-3-(4-(((1-(3-cyano-4-(4-cyano-3-fluorophenyl)-5-(3-hydroxy-4-methoxyphenyl)pyridin-2-yl)piperidin-4-yl)amino)methyl)phenyl)-N-hydroxyacrylamide hydrochloride Cl.C(#N)C=1C(=NC=C(C1C1=CC(=C(C=C1)C#N)F)C1=CC(=C(C=C1)OC)O)N1CCC(CC1)NCC1=CC=C(C=C1)/C=C/C(=O)NO